OC=1C=C(C=CC1)C=1N=C2OC=CN2C1C1=NC(=NC=C1)NCCN1S(N(CC1)C)(=O)=O 2-(2-((4-(6-(3-Hydroxylphenyl)imidazo[2,1-b]oxazol-5-yl)pyrimidin-2-yl)amino)ethyl)-5-methyl-1,2,5-thiadiazolidin-1,1-dioxid